1-[4-[7-(3-benzyloxy-1-naphthyl)-2-[2-(dimethylamino)ethoxy]-6,8-dihydro-5H-pyrido[3,4-d]pyrimidin-4-yl]-3-[2-[tert-butyl(diphenyl)silyl]oxyethyl]piperazin-1-yl]prop-2-en-1-one C(C1=CC=CC=C1)OC=1C=C(C2=CC=CC=C2C1)N1CC=2N=C(N=C(C2CC1)N1C(CN(CC1)C(C=C)=O)CCO[Si](C1=CC=CC=C1)(C1=CC=CC=C1)C(C)(C)C)OCCN(C)C